Tyvelose O=C[C@@H](O)C[C@H](O)[C@H](O)C